(S)-Methyl 3-((R)-3-((S)-2-((S)-2-aminopropanamido)-3-methoxypropanamido)-3-(4-chlorobenzyl)piperidine-1-carbonyl)-5,5,5-trifluoropentanoate N[C@H](C(=O)N[C@H](C(=O)N[C@@]1(CN(CCC1)C(=O)[C@@H](CC(=O)OC)CC(F)(F)F)CC1=CC=C(C=C1)Cl)COC)C